C(C1=CC=CC=C1)OCCCCCCC(CC1(CC1)S(=O)(=O)C1=CC=C(C=C1)Br)(O)C 8-benzyloxy-1-[1-(4-bromophenyl)sulfonylcyclopropyl]-2-methyl-octan-2-ol